CN(C)CC1=C(C(=CC=C1)CN(C)C)O 2,6-bis(N,N-dimethylaminomethyl)phenol